FC(C)(CCCC)F 2,2-difluorohexane